OC1=NC2=CC=CC=C2C=C1C1=CN=C(N1)[C@H](CCCCCC(CC)=O)NC(CC1CC2(CN(C2)C)C1)=O (S)-N-(1-(5-(2-hydroxyquinolin-3-yl)-1H-imidazol-2-yl)-7-oxononyl)-2-(2-methyl-2-azaspiro[3.3]heptan-6-yl)acetamide